7-(3-cyclopropylphenoxy)-N-[2-(2,4-dichlorophenyl)ethyl]-2,2-dimethyl-3,4-dihydropyrano[3,2-b]pyridine-8-carboxamide C1(CC1)C=1C=C(OC=2C(=C3C(=NC2)CCC(O3)(C)C)C(=O)NCCC3=C(C=C(C=C3)Cl)Cl)C=CC1